N~2~,N~2~-dimethyl-1,2-propanediamine CN(C(CN)C)C